2-((4'-fluoro-2'-(2-(1,3,5-trimethyl-1H-pyrazol-4-yl)ethoxy)-[1,1'-biphenyl]-3-yl)oxy)-N,N-dimethylethan-1-amine FC1=CC(=C(C=C1)C1=CC(=CC=C1)OCCN(C)C)OCCC=1C(=NN(C1C)C)C